ClC1=C2C=CC(=NC2=C(C=C1)I)C 5-chloro-8-iodo-2-methylquinoline